P(O)(O)O.C(C)(C)(C)C1=C(C(=CC(=C1)C(C)(C)C)C(C)(C)C)C(C(CO)(CC)CCCC)O (2,4,6-tri-tert-butylphenyl)(2-butyl-2-ethyl-1,3-propanediol) phosphite